FC=1C=C(C=C(C1)F)CC=1C=C2C(=NNC2=CC1)NC(C1=CC=C(C=C1)N1CCNCC1)=O N-[5-[(3,5-difluorophenyl)methyl]-1H-indazol-3-yl]-4-piperazin-1-yl-benzamide